tert-butyl (tert-butoxycarbonyl)(trans-3-(hydroxymethyl)cyclobutyl)carbamate C(C)(C)(C)OC(=O)N(C(OC(C)(C)C)=O)[C@@H]1C[C@H](C1)CO